ethyl 6-(4-fluorophenyl)-4-hydroxy-2-oxo-1-(2-(4-fluoropiperidin-1-yl)ethyl)-1,2-dihydro-1,8-naphthyridine-3-carboxylate FC1=CC=C(C=C1)C=1C=C2C(=C(C(N(C2=NC1)CCN1CCC(CC1)F)=O)C(=O)OCC)O